5-((methyl(phenethyl)amino)methyl)pyridin-2(1H)-one CN(CCC1=CC=CC=C1)CC=1C=CC(NC1)=O